3-(6-hydroxy-3-pyridinyl)-2-methyl-2-azabicyclo[2.2.2]Octane OC1=CC=C(C=N1)C1N(C2CCC1CC2)C